O=C(O)CCS MERCAPTOPROPIONIC ACID